4-amino-N-((1S,4S)-7-fluoro-1-methylisochroman-4-yl)-N-methylimidazo[1,5-a]quinoxaline-8-carboxamide NC=1C=2N(C3=CC(=CC=C3N1)C(=O)N(C)[C@@H]1CO[C@H](C3=CC(=CC=C13)F)C)C=NC2